bis(carboxymethyl)-N6-[(1,1-dimethylethoxy)carbonyl]-L-lysine C(=O)(O)CN([C@@H](CCCCNC(=O)OC(C)(C)C)C(=O)O)CC(=O)O